(R)-1-(2-((tert-butyldimethylsilyl)oxy)-3-(3,4-dihydroisoquinolin-2(1H)-yl)propyl)-3-((5-(1-(prop-2-yn-1-yl)piperidin-4-yl)pyridin-2-yl)methyl)imidazolidin-2-one [Si](C)(C)(C(C)(C)C)O[C@@H](CN1C(N(CC1)CC1=NC=C(C=C1)C1CCN(CC1)CC#C)=O)CN1CC2=CC=CC=C2CC1